FC(C(C(F)(F)F)(O)C1=CC=C(C=C1)C1=CC=C(C=C1)CN1C[C@@H](N(CC1)CC1=CC=NC=C1)CC(=O)OCC)(F)F ethyl (S)-2-(4-((4'-(1,1,1,3,3,3-hexafluoro-2-hydroxypropan-2-yl)-[1,1'-biphenyl]-4-yl)methyl)-1-(pyridin-4-ylmethyl)piperazin-2-yl)acetate